((3-chloropropyl)sulfonyl)((perfluorophenyl)sulfonyl)amide ClCCCS(=O)(=O)[N-]S(=O)(=O)C1=C(C(=C(C(=C1F)F)F)F)F